2-isopropenyl-1,3-oxazolin-5-one C(=C)(C)C=1OC(CN1)=O